CC1=C(C=CC(=C1)N1C(C=CC1=O)=O)N1C(C=CC1=O)=O 2-methyl-N,N'-1,4-phenylenebis(maleimide)